4-(2-methyl-6,7-dihydropyrazolo[1,5-a]pyrimidin-4(5H)-yl)-4-oxo-N-(4-(pyrrolidin-1-yl)phenyl)butanamide CC1=NN2C(N(CCC2)C(CCC(=O)NC2=CC=C(C=C2)N2CCCC2)=O)=C1